C(C1=CC=CC=C1)(=O)OC1=C(C(=C(C=C1C)C1CCCC1)C)OC(C1=CC=CC=C1)=O 4-(cyclopentyl)-3,6-dimethyl-1,2-phenylene dibenzoate